C(CCC)[Sn](C=COCC)(CCCC)CCCC tributyl-(1-ethoxy)Vinylstannane